2,3-dimethoxy-5-methyl-6-(4,4,4-trifluorobutyl)cyclohexa-2,5-diene-1,4-dione COC=1C(C(=C(C(C1OC)=O)C)CCCC(F)(F)F)=O